COC(CCSCC(=O)OC)=O 3-[(2-methoxy-2-oxoethyl)thio]propionic acid methyl ester